N1C=CC=2C1=NC=CC2C=2C(=C1CCCC1=CC2)NC(=O)NS(=O)(=O)C=2C=NN(C2)CC2CC2 N-((5-(1H-pyrrolo[2,3-b]pyridin-4-yl)-2,3-dihydro-1H-inden-4-yl)carbamoyl)-1-(cyclopropylmethyl)-1H-pyrazole-4-sulfonamide